C(CCC)C1CCN(CC1)C1=CC=C(C=C1)CCO 2-(4-(4-butylpiperidin-1-yl)phenyl)ethan-1-ol